C(#N)CC1CCC(CC1)N1C(=NC=2C1=C1C(=NC2)N(C=C1)S(=O)(=O)C1=CC=CC=C1)CONC(=N)C1CC1 N-((1-((1r,4r)-4-(Cyanomethyl)cyclohexyl)-6-(phenylsulfonyl)-1,6-dihydroimidazo[4,5-d]pyrrolo[2,3-b]pyridin-2-yl)methoxy)cyclopropanecarboximidamide